(R)-2-methyl-6-(4-methylpiperazin-1-yl)-4-((1-(3-nitro-5-(trifluoromethyl)phenyl)Ethyl)amino)phthalazin-1(2H)-one N-(4-Aminocyclohexyl)carbamate NC1CCC(CC1)NC(O)=O.CN1C(C2=CC=C(C=C2C(=N1)N[C@H](C)C1=CC(=CC(=C1)C(F)(F)F)[N+](=O)[O-])N1CCN(CC1)C)=O